(S)-4,4-dimethylpyrrolidine-2-carboxamide hydrochloride Cl.CC1(C[C@H](NC1)C(=O)N)C